methyl (1-aminopropan-2-yl-1,1,3,3,3-d5)carbamate NC(C(C([2H])([2H])[2H])NC(OC)=O)([2H])[2H]